F[P-](F)(F)(F)(F)F hexa-fluorophosphate